4-amino-N'-(cyclopropanecarbonyl)-N-(2-fluoro-4-(isothiazol-3-yl)benzyl)-N',1-dimethyl-1H-pyrazolo[4,3-c]quinoline-8-carbohydrazide NC1=NC=2C=CC(=CC2C2=C1C=NN2C)C(=O)N(N(C)C(=O)C2CC2)CC2=C(C=C(C=C2)C2=NSC=C2)F